N-(3-(4-fluoropiperidin-1-yl)propyl)-2-(4-(methylcarbamoyl)phenyl)benzo[d]imidazo[2,1-b]thiazole-7-carboxamide FC1CCN(CC1)CCCNC(=O)C1=CC2=C(N3C(S2)=NC(=C3)C3=CC=C(C=C3)C(NC)=O)C=C1